(6-bromohexyl)oxy(tert-butyl)dimethylsilane BrCCCCCCO[Si](C)(C)C(C)(C)C